ClC=1C=CC(=C(CC2N(CCC(C2)N)C)C1)OCC1=CC=C(C=C1)F (5-chloro-2-((4-fluorobenzyl)oxy)benzyl)-1-methylpiperidin-4-amine